OC1=CC=C(C=C1)NC(C1=CC=C(C=C1)C1CCCCC1)=O N-(4-hydroxy-phenyl)-4-cyclohexyl-benzamide